monochlorodurene ClCC=1C(C)=CC(C)=C(C)C1